FC(CN1N=CC=C1C(=O)OC)F methyl 1-(2,2-difluoroethyl)-1H-pyrazole-5-carboxylate